C(C)(=O)C1=C(C(=C(C2=C1OC=1[C@@]2(C(C=2C(=NN(C2C1)C=1C=NC(=CC1)OC)C)=O)C)O)C)O (R)-8-acetyl-5,7-dihydroxy-1-(6-methoxypyridin-3-yl)-3,4a,6-trimethyl-1,4a-dihydro-4H-benzofuro[3,2-f]indazol-4-one